ClC1=CC=C(C=C1)C(C(N1CC2(C3=CC=CC=C13)CC2)=O)NC=2C=C(C=NOC(C(=O)O)(C)C)C=C(C2)OC 2-(((3-((1-(4-chlorophenyl)-2-oxo-2-(spiro[cyclopropane-1,3'-indolin]-1'-yl)ethyl)amino)-5-methoxybenzylidene)amino)oxy)-2-methylpropanoic acid